2-(2-formyl-6-methoxyphenoxy)-3-methylbutanoic acid C(=O)C1=C(OC(C(=O)O)C(C)C)C(=CC=C1)OC